C(C)(C)(C)[Si](OCCCC=O)(C)C 4-(tertiary butyl-dimethyl-siloxy)n-butyraldehyde